C1(=CC=CC=C1)[C@@H]1N(CCC[C@@H]1OCC1=CC(=CC(=C1)[Sn](C)(C)C)C(F)(F)F)C(=O)OC(C)(C)C tert-butyl (2S,3S)-2-phenyl-3-((3-(trifluoromethyl)-5-(trimethylstannyl)benzyl)oxy)piperidine-1-carboxylate